C(CC(O)(C(=O)[O-])CC(=O)[O-])(=O)[O-].C[NH+](CCCCCCCC)C.C[NH+](C)CCCCCCCC.C[NH+](C)CCCCCCCC N,N-Dimethyl-N-n-Octylammonium citrat